isophthalic acid (iso-heptyl) (2-ethylhexyl) ester C(C)C(COC(C=1C=C(C(=O)OCCCCC(C)C)C=CC1)=O)CCCC